Bis[dimethylsilyl-{2-(5-methyl-2-furyl)-4-phenyl-5-methyl-1-indenyl}{2-(2-furyl)-4-phenyl-5-methyl-1-indenyl}]zirconium dichloride [Cl-].[Cl-].C[SiH](C)C1=C(C(=C2C(=C(C(C2=C1)[Zr+2]C1C(=C(C2=C(C(=C(C=C12)[SiH](C)C)C)C1=CC=CC=C1)C1C(=CC2=C(C(=CC=C12)C)C1=CC=CC=C1)C=1OC(=CC1)C)C=1OC=CC1)C=1OC=CC1)C1C(=CC2=C(C(=CC=C12)C)C1=CC=CC=C1)C=1OC(=CC1)C)C1=CC=CC=C1)C